CC=1C=C(N=NC1N1CC=2C=C(C=NC2CC1)N1C[C@H](OCC1)C)C(=O)N1CCCC1 (R)-(5-methyl-6-(3-(2-methylmorpholino)-7,8-dihydro-1,6-naphthyridin-6(5H)-yl)pyridazin-3-yl)(pyrrolidin-1-yl)methanone